BrC=1C=C(C(=NC1)C)C(C#N)C 2-(5-bromo-2-methylpyridin-3-yl)propanenitrile